(6aS,8R)-5-(4-(trifluoromethyl)phenyl)-6,6a,7,8,9,10-hexahydro-5H-pyrido[1,2-a]quinoxaline-8-carboxylic acid FC(C1=CC=C(C=C1)N1C[C@H]2N(C=3C=CC=CC13)CC[C@H](C2)C(=O)O)(F)F